triiodo-thyronine IC([C@](N)(C(=O)O)I)(C1=CC=C(C=C1)OC1=CC=C(C=C1)O)I